C(N)(=O)C1=NN(C2=CC(=CC=C12)C(=O)O)CC(=O)N(C1CC1)CC(=O)NCC1=C(C(=CC=C1)Cl)F 3-carbamoyl-1-(2-((2-(3-chloro-2-fluorophenylmethylamino)-2-oxoethyl)(cyclopropyl)amino)-2-oxoethyl)-1H-indazole-6-carboxylic acid